5-chloro-6-azaindole ClC=1C=C2C=CNC2=CN1